CN(C=1C=NN2C1N=C(C=C2)N2C(CCC2)C)C N,N-Dimethyl-5-(2-methylpyrrolidin-1-yl)pyrazolo[1,5-a]pyrimidin-3-amine